N-((3S,4S)-3-fluoropiperidin-4-yl)-6-(6-(1-methylcyclopropyl)imidazo[1,2-a]pyrazin-3-yl)pyridin-2-amine F[C@H]1CNCC[C@@H]1NC1=NC(=CC=C1)C1=CN=C2N1C=C(N=C2)C2(CC2)C